O=C(C(=O)OCCCC=C)C1=CC=CC=C1 4-pentenyl 2-oxo-2-phenylacetate